3-(2,2,2-trifluoroacetyl)-3-azabicyclo[3.1.0]hexane-2-carboxamide FC(C(=O)N1C(C2CC2C1)C(=O)N)(F)F